Diisopropoxybiphenyl C(C)(C)OC1=CC=C(C=C1)C1=CC=C(C=C1)OC(C)C